FC1=C(C=CC(=C1)F)C(C(=O)O)CO 2-(2,4-difluorophenyl)-3-hydroxypropionic acid